trans-tert-butyl 4-(4-(2-fluoro-4-nitrophenyl)-3,6-dihydropyridin-1(2H)-yl)cyclohexane-1-carboxylate FC1=C(C=CC(=C1)[N+](=O)[O-])C=1CCN(CC1)[C@@H]1CC[C@H](CC1)C(=O)OC(C)(C)C